5-fluoro-1-(3-hydroxypropyl)-1,4-dihydroquinoxaline-2,3-dione FC1=C2NC(C(N(C2=CC=C1)CCCO)=O)=O